6-(7-methoxy-6-(1-(trifluoromethyl)cyclopropyl)imidazo[1,2-a]pyridin-3-yl)-N-((3S,4S)-4-methoxypyrrolidin-3-yl)pyridin-2-amine COC1=CC=2N(C=C1C1(CC1)C(F)(F)F)C(=CN2)C2=CC=CC(=N2)N[C@H]2CNC[C@@H]2OC